O(O)C(C(=O)O)=CC=CC=CCCCCCCCCCCC (13S)-hydroperoxy-octadecatrienoic acid